FC(C(F)(F)F)(OC1=CC=CC=C1)F 2-pentafluoroethoxybenzene